The molecule is conjugate base of aspulvinone H arising from selective deprotonation of the butenolide OH group; major species at pH 7.3. It is a conjugate base of an aspulvinone H. CC(=CCC1=C(C=CC(=C1)/C=C\\2/C(=C(C(=O)O2)C3=CC(=C(C=C3)O)CC=C(C)C)[O-])O)C